S1N=CN=C1OC1=C(C=C(N)C=C1)C 4-((1,2,4-thiadiazol-5-yl)oxy)-3-methylaniline